C(C)C(C(=O)O)CC 2-ethyl-butyric acid